N-[(2-chloro-6-nitro-phenyl)methyl]pyridin-3-amine ClC1=C(C(=CC=C1)[N+](=O)[O-])CNC=1C=NC=CC1